1-(4-{[3-(4-methoxyphenyl)imidazo[1,2-a]pyrazin-8-yl]amino}hexahydropyridin-1-yl)prop-2-en-1-one COC1=CC=C(C=C1)C1=CN=C2N1C=CN=C2NC2CCN(CC2)C(C=C)=O